C(C)(C)N=C(CC(C)=O)CCC 4-isopropylimino-2-heptanone